C(C)(C)(C)OC[C@@H](C=1N=C2N(N=CC(=C2)[C@H](NC(CC2CC(C2)(F)F)=O)C2CC2)C1)NC(OC(C)(C)C)=O tert-butyl ((R)-2-(tert-butoxy)-1-(7-((R)-cyclopropyl(2-(3,3-difluorocyclobutyl)acetamido)methyl)imidazo[1,2-b]pyridazin-2-yl)ethyl)carbamate